CCCCC[C@@H](/C=C/C1=CCC(=O)[C@@H]1CCCCCCC(=O)[O-])O The molecule is conjugate base of prostaglandin C1. It has a role as a human metabolite. It is a conjugate base of a prostaglandin C1.